(R)-1-methylpiperidin-3-amine hydrochloride Cl.CN1C[C@@H](CCC1)N